O=C1NC(CCC1N1C(N(C2=C1C=CC=C2C#CC2CN(C2)CC2CCN(CC2)C(=O)OC(C)(C)C)C)=O)=O tert-butyl 4-[[3-[2-[1-(2,6-dioxo 3-piperidyl) 3-methyl-2-oxo-benzimidazol-4-yl] ethynyl]azetidin-1-yl]methyl]piperidine-1-carboxylate